(R)-(3,4-dichloro-1H-indol-2-yl)(4-(oxetane-2-carbonyl)piperazin-1-yl)methanone ClC1=C(NC2=CC=CC(=C12)Cl)C(=O)N1CCN(CC1)C(=O)[C@@H]1OCC1